cyclopentyl-ascorbate C1(CCCC1)OC1=C(C(=O)O[C@@H]1[C@@H](O)CO)O